NC1=CC(=C(C=C1OC)N1CCC(CC1)N(C1CN(C1)C1=C2CN(C(C2=CC=C1)=O)C1C(NC(CC1)=O)=O)C)CC 3-[4-[3-[[1-(4-amino-2-ethyl-5-methoxy-phenyl)-4-piperidyl]-methylamino]-azetidin-1-yl]-1-oxo-isoindolin-2-yl]piperidine-2,6-dione